OCCN1C(C2=CC=CC=C2CC1(C(F)(F)F)NC1=C(C=CC=C1)C)=O 2-(2-Hydroxyethyl)-3-(o-tolylamino)-3-(trifluoromethyl)-3,4-dihydroisoquinolin-1(2H)-one